ClC1=NC=C(C(=N1)NC1=CC(=C(C=C1)OC1=CC2=C(N(C=N2)C)C=C1)C)C#CC1N(CCC1)C(=O)OC(C)(C)C tert-butyl 2-((2-chloro-4-((3-methyl-4-((1-methyl-1H-benzimidazol-5-yl)oxy)phenyl)amino)pyrimidin-5-yl)ethynyl)pyrrolidine-1-carboxylate